bis-(1,5-cyclooctadiene) rhodium hexafluorophosphate F[P-](F)(F)(F)(F)F.[Rh+3].C1=CCCC=CCC1.C1=CCCC=CCC1.F[P-](F)(F)(F)(F)F.F[P-](F)(F)(F)(F)F